SCCC(=O)O.SCCC(=O)O.SCCC(=O)O.C(O)C(CCC)(CO)CO trimethylolbutane tri(3-mercaptopropionate)